NC1C(=O)NCCCC1 α-amino-ε-caprolactam